C(C)(C)(C)OC(=O)N(C=1SC(=C(N1)C(=O)OC)CCCOC1=C(C=C(C=C1)I)F)CCCC#C[Si](C)(C)C methyl 2-[tert-butoxycarbonyl (5-trimethylsilyl-pent-4-ynyl) amino]-5-[3-(2-fluoro-4-iodo-phenoxy) propyl]-1,3-thiazole-4-carboxylate